C1(=CC=CC=C1)C[S+](C)CS(=O)(=O)C1=CC=CC=C1 phenylbenzenesulfonylmethyl-dimethyl-sulfonium